3,4-Bis(tert-butyl-peroxyisopropyl)benzene C(C)(C)(C)OOC(C)(C)C=1C=CC=CC1C(C)(C)OOC(C)(C)C